2,3,6-trifluorobenzyl cyanide FC1=C(CC#N)C(=CC=C1F)F